(4,7-dimethoxy-1H-indol-2-yl)((2R,6R)-2,6-dimethylpiperazin-1-yl)methanone COC1=C2C=C(NC2=C(C=C1)OC)C(=O)N1[C@@H](CNC[C@H]1C)C